N-((4'-Hydroxy-4-methyl-[1,1'-biphenyl]-3-yl)carbamothioyl)acetamide OC1=CC=C(C=C1)C1=CC(=C(C=C1)C)NC(=S)NC(C)=O